S1C(=CC=C1)C1=CC=C(C(=O)O)C=C1 4-(2-thienyl)benzoic acid